FC1=C(C=CC(=C1O)F)C1=NN=C(S1)CN1C2(CC2)C(N(C1=O)CC)=O 4-((5-(2,4-difluoro-3-hydroxyphenyl)-1,3,4-thiadiazol-2-yl)methyl)-6-ethyl-4,6-diazaspiro[2.4]heptane-5,7-dione